8-(3,5-dichloro-2,4-difluorO-phenyl)-N-(2,3-dihydro-1,4-benzoxazin-4-yl)-4-morpholino-quinoline ClC=1C(=C(C=C(C1F)Cl)C=1C=CC=C2C(=CCN(C12)N1CCOC2=C1C=CC=C2)N2CCOCC2)F